C(C)(C)(C)C1=CN=C(O1)C(=O)NCC1=C(C(=C(C=C1)C1=C(C=NC=C1)OCCN(C(C=C)=O)C)F)F 5-(tert-butyl)-N-(2,3-difluoro-4-(3-(2-(N-methylacrylamido)ethoxy)pyridin-4-yl)benzyl)oxazole-2-carboxamide